ClC1=C(C=C(C=2C(=C3N(C12)CCN(C3=O)C)C=3C=NNC3)OCC#N)Cl 2-((6,7-Dichloro-2-methyl-1-oxo-10-(1H-pyrazol-4-yl)-1,2,3,4-tetrahydropyrazino[1,2-a]indol-9-yl)oxy)acetonitrile